C(CCCCC)(=O)C1C(=O)NCCCC1 caproylcaprolactam